ethyl 2-(3-(amino methyl)-1H-pyrazol-1-yl)-2-methylpropanoate NCC1=NN(C=C1)C(C(=O)OCC)(C)C